ClC=1C=C(C=CC1N1C(C=CC1=O)=O)C1=CC(=C(C=C1)N1C(C=CC1=O)=O)Cl N,N'-(3,3'-dichlorobiphenyl-4,4'-diyl)Bismaleimide